(S)-6-(1-amino-1,3-dihydrospiro[indene-2,4'-piperidine]-1'-yl)-3-(1-(3,4-dimethoxyphenyl)cyclopropyl)-1,5-dihydro-4H-pyrazolo[3,4-d]pyrimidin-4-one N[C@@H]1C2=CC=CC=C2CC12CCN(CC2)C=2NC(C1=C(N2)NN=C1C1(CC1)C1=CC(=C(C=C1)OC)OC)=O